Ethanesulfonic acid [4-methyl-5-(1-methyl-2-oxo-1,2,3,4-tetrahydro-quinolin-6-yl)-pyridin-3-ylmethyl]-amide CC1=C(C=NC=C1C=1C=C2CCC(N(C2=CC1)C)=O)CNS(=O)(=O)CC